[N+](=O)([O-])C1=CC=CC=2C1=NON2 7-nitrobenzo[c][1,2,5]oxadiazol